NCC(C(CCCCN)C)C 1,7-diamino-2,3-dimethylheptane